ClC=1C=C(C(=NC1)F)F 5-chloro-2,3-difluoro-pyridine